CC1=C(C=CC=C1C)C(C)C=1NCNC1 4-[1-(2,3-dimethylphenyl)ethyl]-1,3-dihydro-2H-imidazole